vinyloxyphosphine C(=C)OP